tert-butyl (3S,4S)-3-[[6-(2-carbamoyl-6-cyclopropyl-7-methoxy-imidazo[1,2-b]pyridazin-3-yl)-3-fluoro-2-pyridyl]amino]-4-fluoro-piperidine-1-carboxylate C(N)(=O)C=1N=C2N(N=C(C(=C2)OC)C2CC2)C1C1=CC=C(C(=N1)N[C@H]1CN(CC[C@@H]1F)C(=O)OC(C)(C)C)F